2,6-Dimethyl-1H-indole CC=1NC2=CC(=CC=C2C1)C